O-((R)-((3aR,4R,6R,6aR)-6-(4-chloro-7H-pyrrolo[2,3-d]pyrimidin-7-yl)-2,2,3a-trimethyltetrahydrofuro[3,4-d][1,3]dioxol-4-yl)(3,4-dichlorophenyl)methyl) S-methyl carbonodithioate C(O[C@H](C1=CC(=C(C=C1)Cl)Cl)[C@H]1O[C@H]([C@@H]2OC(O[C@@]21C)(C)C)N2C=CC1=C2N=CN=C1Cl)(=S)SC